2-((5-chloro-3-(1-(tetrahydro-2H-pyran-2-yl)-1H-pyrazol-4-yl)pyridin-2-yl)amino)ethan-1-ol ClC=1C=C(C(=NC1)NCCO)C=1C=NN(C1)C1OCCCC1